1-(dimethylcarbamoyl)azetidin-3-yl (1-(4-(2,6-dioxopiperidin-3-yl)-3,5-difluorophenyl)-3-methylazetidin-3-yl)carbamate O=C1NC(CCC1C1=C(C=C(C=C1F)N1CC(C1)(C)NC(OC1CN(C1)C(N(C)C)=O)=O)F)=O